C(C)(C)(C)OC(=O)N1CC(CC1)NC1=CC=CC=C1 3-(phenylamino)pyrrolidine-1-carboxylic acid tert-butyl ester